(2S,3R)-3-amino-2-hydroxy-4-phenyl-N-[phenyl(1H-tetrazol-5-yl)methyl]butanamide N[C@@H]([C@@H](C(=O)NC(C1=NN=NN1)C1=CC=CC=C1)O)CC1=CC=CC=C1